ClC1=C2CCN(CC2=CC(=C1)OC)C(=O)OC(C)(C)C tert-butyl 5-chloro-7-methoxy-3,4-dihydro-1H-isoquinoline-2-carboxylate